S-(4-((tert-butoxycarbonyl) (methyl) amino) benzyl) ethanethioate C(C)(SCC1=CC=C(C=C1)N(C)C(=O)OC(C)(C)C)=O